4-((1R,5S)-3,8-diazabicyclo[3.2.1]octan-3-yl)-7-(5-methyl-1H-indazol-6-yl)-2-((1-methylpyrrolidin-2-yl)methoxy)quinazoline [C@H]12CN(C[C@H](CC1)N2)C2=NC(=NC1=CC(=CC=C21)C2=C(C=C1C=NNC1=C2)C)OCC2N(CCC2)C